C1(CCCCC1)C1=CC=C(C=C1)NC=1C2=C(N=C(N1)N1C[C@H](OCC1)C)N=CC(=C2)N N~4~-(4-cyclohexylphenyl)-2-[(2R)-2-methylmorpholin-4-yl]pyrido[2,3-d]pyrimidin-4,6-diamin